COC1=CC=C(C=C1)C=1C(NC2=CC=CC=C2N1)=O 3-(4-methoxyphenyl)quinoxalin-2(1H)-one